N-hydroxy-4-((6-(2-methoxyethoxy)-2,4-dioxo-3-phenethyl-3,4-dihydroquinazolin-1(2H)-yl)methyl)benzamide ONC(C1=CC=C(C=C1)CN1C(N(C(C2=CC(=CC=C12)OCCOC)=O)CCC1=CC=CC=C1)=O)=O